heptafluoropropyl-2-(1,2,2,2-tetrafluoroethoxy)-1-trifluoromethyl-1,2,2-trifluoroethyl ether FC(C(F)(F)C(C(F)(F)F)(OC(C(F)(C(F)(F)F)OC(C(OC(C(F)(F)F)(C(C(C(F)(F)F)(F)F)(F)F)F)(F)F)(C(F)(F)F)F)(F)F)F)(C(F)(F)F)F